1,1,1,3,3,3-hexafluoro-2-(4-((1-methyl-9-(1-methyl-1H-pyrazol-4-yl)-6,7-dihydro-5H-benzo[c][1,2,3]triazolo[1,5-a]azepin-7-yl)amino)phenyl)propan-2-ol FC(C(C(F)(F)F)(O)C1=CC=C(C=C1)NC1C2=C(C=3N(CC1)N=NC3C)C=CC(=C2)C=2C=NN(C2)C)(F)F